bis(4-aminophenyl)-N,N'-dimethylbiphenyl-3,3'-diamine NC1=CC=C(C=C1)C1=C(C(=C(C=C1)C1=CC(=CC=C1)NC)C1=CC=C(C=C1)N)NC